ClC1=CC=C2C(=CNC2=C1C#N)S(=O)(=O)NC1=NC(=C(C(=N1)OC)OCCF)OC 6-chloro-7-cyano-N-[5-(2-fluoroethoxy)-4,6-dimethoxy-pyrimidin-2-yl]-1H-indole-3-sulfonamide